The molecule is a 3-hydroxy fatty acyl-CoA that results from the formal condensation of the thiol group of coenzyme A with the carboxy group of (3R,13Z,16Z,19Z,22Z)-3-hydroxyoctacosatetraenoic acid. It is a (R)-3-hydroxyacyl-CoA, a 3-hydroxy fatty acyl-CoA, an unsaturated fatty acyl-CoA and an ultra-long-chain fatty acyl-CoA. It is a conjugate acid of a (3R,13Z,16Z,19Z,22Z)-3-hydroxyoctacosatetraenoyl-CoA(4-). CCCCC/C=C\\C/C=C\\C/C=C\\C/C=C\\CCCCCCCCC[C@H](CC(=O)SCCNC(=O)CCNC(=O)[C@@H](C(C)(C)COP(=O)(O)OP(=O)(O)OC[C@@H]1[C@H]([C@H]([C@@H](O1)N2C=NC3=C(N=CN=C32)N)O)OP(=O)(O)O)O)O